Ethyl-acrylat C(C)OC(C=C)=O